tert-butyl 3-({7-bromo-6-cyclopropyl-2-(ethylsulfanyl)-8-[(1S)-1-phenylethoxy]quinolin-4-yl}oxy)azetidine-1-carboxylate BrC1=C(C=C2C(=CC(=NC2=C1O[C@@H](C)C1=CC=CC=C1)SCC)OC1CN(C1)C(=O)OC(C)(C)C)C1CC1